BrC1=CC/2=C(N(C=N\C2=N/[C@H](C)C2=C(C(=CC=C2)C(F)(F)F)C)C2CC2)C=N1 (R,Z)-6-bromo-1-cyclopropyl-N-(1-(2-methyl-3-(trifluoromethyl)phenyl)-ethyl)pyrido[3,4-d]pyrimidin-4(1H)-imine